1-(3-(3-methyl-1H-pyrazol-5-yl)-5-(3-methylmorpholino)isothiazolo[4,5-b]pyridin-7-yl)cyclopentane-1-carboxamide CC1=NNC(=C1)C1=NSC=2C1=NC(=CC2C2(CCCC2)C(=O)N)N2C(COCC2)C